3,5-dimethyl-2-(1-phenylethyl)phenol CC=1C(=C(C=C(C1)C)O)C(C)C1=CC=CC=C1